CC=1C(CC(CC1)C(=C)C)=O (-)-2-methyl-5-(1-propen-2-yl)-2-cyclohexen-1-one